FC1=CC=C(C=C1)NC(=O)C1(CC1)C(=O)NC1=CC=C(OC2=CC=NC3=CC(=C(C=C23)C(=O)OC)NC)C=C1 methyl 4-[4-[[1-[(4-fluorophenyl)carbamoyl]cyclopropanecarbonyl]amino]phenoxy]-7-(methylamino)quinoline-6-carboxylate